C(CCC)NC(=O)C=1C=C(C=C2C=CC=NC12)OC N-butyl-6-methoxyquinoline-8-carboxamide